2-[(5-chloropyridin-3-yl)methyl]-8-[1-(2,2-difluoroethyl)-1H-pyrazolo[3,4-b]pyrazin-6-yl]-2,8-diazaspiro[4.5]decan-3-one ClC=1C=C(C=NC1)CN1CC2(CC1=O)CCN(CC2)C2=CN=C1C(=N2)N(N=C1)CC(F)F